5-(difluoromethyl)pyrazin-2-amine FC(C=1N=CC(=NC1)N)F